N-(2,3-dichlorobenzylidene)-2-methylpropane-2-sulfinamide ClC1=C(C=NS(=O)C(C)(C)C)C=CC=C1Cl